FC1([C@@H](O[C@]([C@H]1OC(C1=CC=CC=C1)(C1=CC=CC=C1)C1=CC=C(C=C1)OC)(CI)CO)N1C(NC(C=C1)=O)=O)F 1-((2R,4R,5R)-3,3-difluoro-5-(hydroxymethyl)-5-(iodomethyl)-4-((4-methoxyphenyl)diphenylmethoxy)tetrahydrofuran-2-yl)pyrimidine-2,4(1H,3H)-dione